(R,Z)-1-((2'-chloro-5-(trifluoromethoxy)-[1,1'-biphenyl]-2-yl)sulfonyl)-4-fluoro-N-(4-(methylsulfonyl)but-3-en-2-yl)piperidine-4-carboxamide ClC1=C(C=CC=C1)C1=C(C=CC(=C1)OC(F)(F)F)S(=O)(=O)N1CCC(CC1)(C(=O)N[C@H](C)\C=C/S(=O)(=O)C)F